5-(6,8-difluoro-1,2,3,4-tetrahydroisoquinolin-7-yl)-3-(2,5-dimethyl-1,2,3,4-tetrahydroisoquinolin-7-yl)-1H-indazole-6-carbonitrile FC=1C=C2CCNCC2=C(C1C=1C=C2C(=NNC2=CC1C#N)C1=CC(=C2CCN(CC2=C1)C)C)F